C1(CC1)NC1(CCC1)CC=1C(=C(C(=O)N)C=CC1C#CC1=CC=NC=C1)F ((1-(cyclopropylamino)cyclobutyl)methyl)-2-fluoro-4-(pyridin-4-ylethynyl)benzamide